5-(4-(4-((2,2,2-trifluoroethyl)amino)-1H-pyrazolo[4,3-c]pyridin-3-yl)-1H-pyrazol-1-yl)spiro[2.3]hexane-5-carbonitrile FC(CNC1=NC=CC2=C1C(=NN2)C=2C=NN(C2)C2(CC1(CC1)C2)C#N)(F)F